C(CCC(=O)[O-])(=O)OCCOC=CC mono(2-propenoxyethyl) succinate